Ethyl 6-chloro-8-(hydroxymethyl-d2)-2-trifluoromethyl-2H-benzopyran-3-carboxylate ClC=1C=C(C2=C(C=C(C(O2)C(F)(F)F)C(=O)OCC)C1)C([2H])([2H])O